C(C)(C)(C)OC(=O)N(C[C@@H](C=C)OC(C(Cl)(Cl)Cl)=N)C[C@H](C=C)OC(C(Cl)(Cl)Cl)=N (2R)-1-[(tertbutoxycarbonyl) {(2S)-2-[(2,2,2-trichloroethanimidoyl)oxy]but-3-en-1-yl}amino]but-3-en-2-yl-2,2,2-trichloroethanimidate